C(CCCCCCCCC)OP1(OC2=CC=CC=C2C=2C=CC=CC12)=O 10-decyloxy-9,10-dihydro-9-oxa-10-phosphaphenanthrene oxide